7-(3-(difluoromethoxy)-5-fluorophenyl)-3-ethyl-1-((3-(trifluoromethyl)phenyl)sulfonyl)-2,3-dihydroquinazolin-4(1H)-one FC(OC=1C=C(C=C(C1)F)C1=CC=C2C(N(CN(C2=C1)S(=O)(=O)C1=CC(=CC=C1)C(F)(F)F)CC)=O)F